C(CCCCCCC\C=C/CCCCCCCC)(=O)NC(CCCCCCCCCCCCCCCCC)=O N-oleoyl-stearic acid amide